C(C)OC(\C=C\C=1C=NC(=NC1)Cl)=O.C(C1=CC=CC=C1)OCC[C@@H]1OC1 (S)-2-[2-(benzyloxy)ethyl]oxirane ethyl-(E)-3-(2-chloropyrimidin-5-yl)acrylate